6-((4-methoxybenzyl)thio)-3-(trifluoromethyl)-[1,2,4]triazolo[4,3-b]pyridazine COC1=CC=C(CSC=2C=CC=3N(N2)C(=NN3)C(F)(F)F)C=C1